ClC1=C(C=CC(=C1)OCC(CCCCCCCCCC)CCCCCCCC)C=C1C2=CC(=CC=C2C=2C=CC(=CC12)Br)Br.C[Sn](C1=CC=C(S1)C1=CC=C(C2=C1N=NO2)C=2SC(=CC2)[Sn](C)(C)C)(C)C 4,7-bis(5-trimethylstannyl-thienyl)-benzoxadiazole compound with 9-(2-chloro-4-(2-octyldodecyloxy)phenylmethylene)-2,7-dibromofluorene